NC=1N=NC(=CC1C=1N=CN(C1)C1CCN(CC1)C(=O)OC(C)(C)C)C1=C(C=CC=C1)O tert-butyl 4-[4-[3-amino-6-(2-hydroxyphenyl)pyridazin-4-yl]imidazol-1-yl]piperidine-1-carboxylate